CCCCCCCCCCCCCCC(=O)OC[C@H](COP(=O)(O)OC[C@H](CO)O)OC(=O)CCCCCCC/C=C\CCCCCCC 1-pentadecanoyl-2-(9Z-heptadecenoyl)-glycero-3-phospho-(1'-sn-glycerol)